N-((cis)-3-(5-chloro-2-cyanophenyl)cyclobutyl)-1-((R or S)-1-(4,5-dimethyl-6-((1R,5S)-2-oxo-3-azabicyclo[3.1.0]hexan-3-yl)pyridin-3-yl)ethyl)-1H-pyrazole-4-carboxamide ClC=1C=CC(=C(C1)[C@H]1C[C@H](C1)NC(=O)C=1C=NN(C1)[C@H](C)C=1C=NC(=C(C1C)C)N1C([C@@H]2C[C@@H]2C1)=O)C#N |o1:19|